(2R,3S,4S,5S)-5-(4-aminopyrrolo[2,1-f][1,2,4]triazin-7-yl)-2-(((tert-butyldimethylsilyl)oxy)methyl)-2-cyanotetrahydrofuran-3,4-diyl bis(2-methylpropanoate) CC(C(=O)O[C@@H]1[C@@](O[C@H]([C@@H]1OC(C(C)C)=O)C1=CC=C2C(=NC=NN21)N)(C#N)CO[Si](C)(C)C(C)(C)C)C